C(C(=C)C)(=O)OCCOS(=O)(=O)O 2-sulfoxyethyl methacrylate